CC=1C=C(C=C2C=NNC12)C1=CC=C(N1)C(=O)OC methyl 5-(7-methyl-1H-indazol-5-yl)-1H-pyrrole-2-carboxylate